Butandisulfonat C(CCCS(=O)(=O)[O-])S(=O)(=O)[O-]